1-ethyl-7-(prop-1-en-2-yl)-3-(2-((triisopropylsilyl)oxy)ethyl)cinnolin-4(1H)-one C(C)N1N=C(C(C2=CC=C(C=C12)C(=C)C)=O)CCO[Si](C(C)C)(C(C)C)C(C)C